C(C)N(CCN(CCC(=O)[O-])CCC(=O)[O-])CC 3,3'-((2-(diethylamino)ethyl)azanediyl)dipropionate